[Ba].[Pt].NC1=C(C(=NN1[C@@H]1CN(CC1)C(C=C)=O)C#CC1=C(C2=C(N(C=N2)C2CC2)C=C1F)F)C(=O)N 5-amino-3-[2-(1-cyclopropyl-4,6-difluoro-1,3-benzodiazol-5-yl)ethynyl]-1-[(3S)-1-(prop-2-enoyl)pyrrolidin-3-yl]pyrazole-4-carboxamide platinum-barium